(S)-(3-Fluorophenyl)(4-(3-phenylpropyl)-7-azabicyclo[2.2.1]heptan-1-yl)methanol hydrochloride Cl.FC=1C=C(C=CC1)[C@H](O)C12CCC(CC1)(N2)CCCC2=CC=CC=C2